2-(2-(4-fluorobenzoyl)phenyl)acetic acid FC1=CC=C(C(=O)C2=C(C=CC=C2)CC(=O)O)C=C1